2-ethoxyphenyl 4-methylbenzoate CC1=CC=C(C(=O)OC2=C(C=CC=C2)OCC)C=C1